3-methyl-2-[(methylsulfonyl)amino]-butanamide CC(C(C(=O)N)NS(=O)(=O)C)C